Cl.CN[C@@H](C)C(=O)O methylalanine-HCl salt